2-Thenoyl-trifluoro-acetone C1(=CC=CS1)C(=O)CC(=O)C(F)(F)F